2-bromo-4-methoxybenzaldehyde BrC1=C(C=O)C=CC(=C1)OC